4-(4,4-Difluorocyclohexyloxy)-2,2-difluoro-7-(trifluoromethylthio)-2,3-dihydro-1H-inden-1-ol FC1(CCC(CC1)OC1=C2CC(C(C2=C(C=C1)SC(F)(F)F)O)(F)F)F